O[C@H]1C[C@H](CC1)C1=CC(=NN1COCC[Si](C)(C)C)NC=1C=CC(N(C1)C)=O 5-((5-((1s,3r)-3-hydroxycyclopentyl)-1-((2-(trimethylsilyl)ethoxy)methyl)-1H-pyrazol-3-yl)amino)-1-methylpyridin-2(1H)-one